ClC=1C=CC(=NC1)NC(OC1=CC=CC=C1)=O phenyl (5-chloropyridin-2-yl)carbamate